CC=1C(=C(C(=O)O)C=CC1)Cl.ClC1=C(C(=O)OC)C=CC(=C1)[2H] Methyl 2-chloro-4-deuterobenzoate (Methyl 2-Chlorobenzoate)